NC=1C=C(C=C(C1)C(F)(F)F)[C@@H](C)NC1=NC=2N(C3=CC=C(C=C13)C=1CCN(CC1)C)C=CN2 (R)-N-(1-(3-amino-5-(trifluoromethyl)phenyl)ethyl)-7-(1-methyl-1,2,3,6-tetrahydropyridin-4-yl)imidazo[1,2-a]quinazolin-5-amine